FC(CN1N=C(C=C1)C=O)F 1-(2,2-Difluoroethyl)-1H-pyrazole-3-carbaldehyde